[C@H]12NC[C@](CC1)(C2)NC(OC(C)(C)C)=O tert-Butyl N-[(1S,4S)-2-azabicyclo[2.2.1]heptan-4-yl]carbamate